2-bromo-6-methyl-quinoline BrC1=NC2=CC=C(C=C2C=C1)C